C(C)OC(=O)C1=NC=2C=C3C(=CC2C=C1N1CC=CC=C1)OC(=N3)N3CCOCC3 1-(6-(ethoxycarbonyl)-2-morpholinooxazolo[5,4-g]quinoline-7-yl)pyridine